7-Bromo-4-chloro-6-fluoro-1-(2-isopropyl-4-methyl-3-pyridyl)quinolin-2-one BrC1=C(C=C2C(=CC(N(C2=C1)C=1C(=NC=CC1C)C(C)C)=O)Cl)F